C(#N)N1C(C2(CC3=CC=C(C=C13)C(=O)N(C)C)CNCC2)=O cyano-N,N-dimethyl-2'-oxo-1',4'-dihydro-2'H-spiro[pyrrolidine-3,3'-quinoline]-7'-carboxamide